NC=1C=C(C(=NC1)C)NC(=O)C=1C=C2C(=NC1)N(C(=C2)C=2CCOCC2)COCC[Si](C)(C)C N-(5-amino-2-methylpyridin-3-yl)-2-(3,6-dihydro-2H-pyran-4-yl)-1-((2-(trimethylsilyl)ethoxy)methyl)-1H-pyrrolo[2,3-b]pyridine-5-carboxamide